N-(1'-(2-(1,1-difluoroethyl)-6-(2-fluoropropan-2-yl)pyrimidin-4-yl)-1',2'-dihydrospiro[cyclopropane-1,3'-pyrrolo[3,2-c]pyridin]-6'-yl)acetamide FC(C)(F)C1=NC(=CC(=N1)N1CC2(C=3C=NC(=CC31)NC(C)=O)CC2)C(C)(C)F